FCCNCC(CC1=CC=C(C=C1)C#CC=1C=NC(=CC1)CN1CCOCC1)C1=C(C(NC=N1)=O)O 6-(1-((2-fluoroethyl)amino)-3-(4-((6-(morpholinomethyl)pyridin-3-yl)ethynyl)phenyl)propan-2-yl)-5-hydroxypyrimidin-4(3H)-one